BrC1=CC2=CN(N=C2C=C1OC)[C@H]1[C@@H](C[C@@]2(CC(N(C2)C)=O)CC1)C |r| rac-(5r,7r,8r)-8-(5-bromo-6-methoxy-2H-indazol-2-yl)-2,7-dimethyl-2-azaspiro[4.5]decan-3-one